N-(5-methyl-2-((4-(4-methylpiperazin-1-yl)phenyl)amino)pyrimidin-4-yl)quinoline-2-carboxamide CC=1C(=NC(=NC1)NC1=CC=C(C=C1)N1CCN(CC1)C)NC(=O)C1=NC2=CC=CC=C2C=C1